C1CCC2=CC(=CC=C12)OCC(=O)N(CC=1SC=CC1)C1=NNC=C1 2-(2,3-dihydro-1H-inden-5-yloxy)-N-(1H-pyrazol-3-yl)-N-(thiophen-2-ylmethyl)acetamide